1-Propyl-2-(2,2,2-trifluoro-ethoxy)-8-[1-(3-trifluoromethyl-benzyl)-1H-pyrazol-4-yl]-1,7-dihydro-purin-6-one C(CC)N1C(=NC=2N=C(NC2C1=O)C=1C=NN(C1)CC1=CC(=CC=C1)C(F)(F)F)OCC(F)(F)F